2-[[5-[tert-butyl(dimethyl)silyl]oxy-4-[tert-butyl(diphenyl)silyl]oxy-pentyl]amino]thiazole-4-carboxylate [Si](C)(C)(C(C)(C)C)OCC(CCCNC=1SC=C(N1)C(=O)[O-])O[Si](C1=CC=CC=C1)(C1=CC=CC=C1)C(C)(C)C